C(C)N1C(N(C(C12CCCN(CC2)C(=O)OC(C)(C)C)=O)C2CCC(CC2)C(F)(F)F)=O tert-butyl 1-ethyl-2,4-dioxo-3-[4-(trifluoromethyl) cyclohexyl]-1,3,9-triazaspiro[4.6]undecane-9-carboxylate